ClC=1C(=C(C=CC1)NC1=NC=NC2=CC(=C(C=C12)NC(C=C)=O)C#C[C@]12CN(C[C@@H]2C1)C(C)C)F N-(4-((3-chloro-2-fluorophenyl)amino)-7-(((1S,5R)-3-isopropyl-3-azabicyclo[3.1.0]hexan-1-yl)ethynyl)quinazolin-6-yl)acrylamide